4-(2-pyridyl)biphenyl N1=C(C=CC=C1)C1=CC=C(C=C1)C1=CC=CC=C1